N-(2-((3R,SR)-3-((5-Cyano-4-(dimethylamino)pyrimidin-2-yl)amino)-5-fluoropiperidin-1-yl)-1,6-dimethyl-1H-benzo[d]imidazol-5-yl)acrylamide C(#N)C=1C(=NC(=NC1)N[C@H]1CN(C[C@H](C1)F)C1=NC2=C(N1C)C=C(C(=C2)NC(C=C)=O)C)N(C)C |&1:13|